3-(isoquinolin-4-yl)-2-oxo-1-(spiro[3.3]hept-2-yl)imidazoline-4-carbonitrile C1=NC=C(C2=CC=CC=C12)N1C(N(CC1C#N)C1CC2(C1)CCC2)=O